OC(=O)C(F)(F)F.C1N(CC2=CC=CC=C12)C=1C=C(C(=O)N[C@H]2CNCC2)C=CN1 (R)-2-(isoindolin-2-yl)-N-(pyrrolidin-3-yl)isonicotinamide TFA salt